N-(2,3-bis(isobutyryloxy)-5-chlorobenzylidene)-2,3-dichlorobenzenamine C(C(C)C)(=O)OC1=C(C=NC2=C(C(=CC=C2)Cl)Cl)C=C(C=C1OC(C(C)C)=O)Cl